5a-methyl-N-((S)-5-methyl-4-oxo-2,3,4,5-tetrahydrobenzo[b][1,4]oxazepin-3-yl)-1,4,4a,5,5a,6-hexahydrocyclopropa[f]indazole-3-carboxamide CC12C(CC=3C(=NNC3C1)C(=O)N[C@@H]1C(N(C3=C(OC1)C=CC=C3)C)=O)C2